(1R,4R)-2-oxa-5-azabicyclo[2.2.1]heptane-5-ylpyrazolo[1,5-a]pyrimidine-3-carboxylic acid [C@H]12OC[C@H](N(C1)C1=NN3C(N=CC=C3)=C1C(=O)O)C2